piperidin-4-ylcarbamate hydrochloride Cl.N1CCC(CC1)NC(O)=O